Deoxy-Thymidine [C@@H]1(CC[C@@H](CO)O1)N1C(=O)NC(=O)C(C)=C1